2-[1-[4-[2-(cyclobutoxy)thiazol-4-yl]-2,6-difluoro-phenyl]-4-piperidinyl]acetic acid C1(CCC1)OC=1SC=C(N1)C1=CC(=C(C(=C1)F)N1CCC(CC1)CC(=O)O)F